FC=1C(=CC(=C(C1)B(O)O)COC)C[C@@H]1N=C([C@H](N=C1OC)C(C)C)OC (5-fluoro-4-(((2s,5r)-5-isopropyl-3,6-dimethoxy-2,5-dihydropyrazin-2-yl)methyl)-2-(methoxymethyl)phenyl)boronic acid